C(C)OC=1C2=CC=CC=C2C(=C2C=CC(=CC12)CC)OCC 9,10-diethoxy-2-ethylanthracene